N1=CNC2=NC=CC(=C21)C=2C=NN(C2)C2=CC=C(C=N2)C(C(F)(F)F)(O)C2CCN(CC2)CC 1-(6-(4-(3H-imidazo[4,5-b]pyridin-7-yl)-1H-pyrazol-1-yl)pyridin-3-yl)-1-(1-ethylpiperidin-4-yl)-2,2,2-trifluoroethanol